O(C)C1=CC=C(C=C1)O 4-(methoxyl)phenol